cis-N-(4-bromobenzyl)-1-isobutyryl-6-methyl-4-(phenylsulfonyl)piperazine-2-carboxamide BrC1=CC=C(CNC(=O)[C@@H]2N([C@@H](CN(C2)S(=O)(=O)C2=CC=CC=C2)C)C(C(C)C)=O)C=C1